ethyl 3-benzyl-1-(2-(tert-butoxycarbonylamino) ethyl)-1H-pyrazole-4-carboxylate C(C1=CC=CC=C1)C1=NN(C=C1C(=O)OCC)CCNC(=O)OC(C)(C)C